3-(2-thiophenylthio)-butyric acid S1C(=CC=C1)SC(CC(=O)O)C